2-(3,5-Dichloro-4-((2-(4-fluorophenyl)-1-oxo-1,2,3,4-tetrahydroisoquinolin-6-yl)oxy)phenyl)-3,5-dioxo-2,3,4,5-tetrahydro-1,2,4-triazine-6-carbonitrile ClC=1C=C(C=C(C1OC=1C=C2CCN(C(C2=CC1)=O)C1=CC=C(C=C1)F)Cl)N1N=C(C(NC1=O)=O)C#N